NC=1C2=C(N=CN1)N(C=C2C2=CC=C(C=C2)NC(=O)NC2=CC(=NO2)C(C)(C)C)C2CC2 1-(4-(4-AMINO-7-CYCLOPROPYL-7H-PYRROLO[2,3-D]PYRIMIDIN-5-YL)PHENYL)-3-(3-(TERT-BUTYL)ISOXAZOL-5-YL)UREA